tri-morpholinophosphine oxide O1CCN(CC1)P(N1CCOCC1)(N1CCOCC1)=O